ClC=1C=C(C=C(C1)Cl)C1=NC(=CC(=C1)CN1CCC(CC1)CNC(=O)NC)OC=1C=NC(=NC1)N1CCN(CC1)C 1-((1-((2-(3,5-dichlorophenyl)-6-((2-(4-methylpiperazin-1-yl)pyrimidin-5-yl)oxy)pyridin-4-yl)methyl)piperidin-4-yl)methyl)-3-methylurea